6-chloro-1-[2-[(3,3-difluoroazetidin-1-yl)methyl]-6-isopropyl-phenyl]-4-[(2S,5R)-2,5-dimethyl-4-prop-2-enoyl-piperazin-1-yl]-7-(2-fluoro-phenyl)pyrido[2,3-d]pyrimidin-2-one ClC1=CC2=C(N(C(N=C2N2[C@H](CN([C@@H](C2)C)C(C=C)=O)C)=O)C2=C(C=CC=C2C(C)C)CN2CC(C2)(F)F)N=C1C1=C(C=CC=C1)F